COC=1C=C(C=CC1)NC(=O)C1C(=NN(C1=O)C1=CC=CC=C1)C N-(3-methoxyphenyl)-3-methyl-5-oxo-1-phenyl-4,5-dihydro-1H-pyrazole-4-carboxamide